bis(2-bromophenyl)-2,5-dicarboxy-1,4-benzoquinone diimine BrC1=C(C=CC=C1)C1=C(C(C(=C(C1=N)C(=O)O)C1=C(C=CC=C1)Br)=N)C(=O)O